O=CC#N 2-oxo-acetonitrile